CON(C(=O)C12CN(C(C1)C2)C(=O)OC(C)(C)C)C tert-Butyl 4-[Methoxy(methyl)carbamoyl]-2-azabicyclo[2.1.1]hexane-2-carboxylate